N-[3-[5-(2-aminopyrimidin-4-yl)-2-tert-butyl-1,3-thiazol-4-yl]-2-fluorophenyl]-2,6-difluorobenzenesulfonamide NC1=NC=CC(=N1)C1=C(N=C(S1)C(C)(C)C)C=1C(=C(C=CC1)NS(=O)(=O)C1=C(C=CC=C1F)F)F